neodymium dodecyl (dodecylphosphonate) C(CCCCCCCCCCC)P(OCCCCCCCCCCCC)([O-])=O.[Nd+3].C(CCCCCCCCCCC)OP([O-])(=O)CCCCCCCCCCCC.C(CCCCCCCCCCC)OP([O-])(=O)CCCCCCCCCCCC